S(=O)(=O)=[Fe+2]=S(=O)=O.[CH-]1C=CC=C1.[CH-]1C=CC=C1 bis(sulfonyl)ferrocene